4-chloromethyl-2-((1R,3S)-1-((2'-(benzyloxy)-6-fluoro-[1,1'-biphenyl]-3-yl)methyl)-3-((N-methylsulfamoyl)amino)cyclopentan-1-yl)-oxazole ClCC=1N=C(OC1)[C@@]1(C[C@H](CC1)NS(NC)(=O)=O)CC=1C=C(C(=CC1)F)C1=C(C=CC=C1)OCC1=CC=CC=C1